C(C)(C)(C)OC(=O)N1CCN(CC1)CCC[C@H](C(C)C)N1CC(C1)C=1C=C(C=2N(C1)C(=NC2)C)Cl 4-[(4R)-4-(3-{8-chloro-3-methylimidazo[1,5-a]pyridin-6-yl}azetidin-1-yl)-5-methylhexyl]piperazine-1-carboxylic acid tert-butyl ester